C(C1=CC=CC=C1)(=O)[C@@]([C@@](C(=O)O)(O)C(C1=CC=CC=C1)=O)(O)C(=O)O.CN1CC([C@H](CC1)C1=C(C=C(C=C1OC)OC)OC)=O (R)-1-methyl-4-(2,4,6-trimethoxyphenyl)-3-piperidinone (+)-dibenzoyl-D-tartrate